Methyl-(R)-(1-(4-fluoro-3-(trifluoromethyl)phenyl)cyclopropyl) ((1-methylpyrrolidin-2-yl)methyl)-Carbamat CN1C(CCC1)CNC(O[C@]1(C(C1)C)C1=CC(=C(C=C1)F)C(F)(F)F)=O